2-((14-(thiophen-2-yl)tetradec-13-yn-1-yl)oxy)ethyl hydrogen ((((R)-1-(6-amino-9H-purin-9-yl)propan-2-yl)oxy)methyl)phosphonate NC1=C2N=CN(C2=NC=N1)C[C@@H](C)OCP(OCCOCCCCCCCCCCCCC#CC=1SC=CC1)(O)=O